F[C@@]1(CN(CC1)C=1C=2N(N=C(C1)C=1C(NC(NC1)=O)=O)C=CN2)C 5-[8-[(3S)-3-fluoro-3-methyl-pyrrolidin-1-yl]imidazo[1,2-b]pyridazin-6-yl]-1H-pyrimidine-2,4-dione